[Br-].C(C=C)[NH3+] allylammonium bromide